3-[2-[2-[(3R)-3-hydroxybutoxy]ethoxy]pyrimidin-4-yl]-1-tetrahydropyran-2-yl-indazol-5-ol O[C@@H](CCOCCOC1=NC=CC(=N1)C1=NN(C2=CC=C(C=C12)O)C1OCCCC1)C